CC1N(C1)CCC(=O)[O-] 2-methyl-1-aziridinepropionate